FC1=CC=C(C=C1)[C@@H](C)N(CC=C(C1=CC=CC=C1)C1=CC=CC=C1)CCN1CCN(CC1)C (R)-N-(1-(4-fluorophenyl)ethyl)-N-(2-(4-methylpiperazin-1-yl)ethyl)-3,3-diphenylprop-2-en-1-amine